2-(1-glycylpyrrolidin-2-yl)-2-hydroxy-N-(naphthalen-2-yl)acetamide NCC(=O)N1C(CCC1)C(C(=O)NC1=CC2=CC=CC=C2C=C1)O